ClC1=CC(=C(C=C1F)NC=1C2=C(N=CN1)C=CC(=N2)N2CC(C2)NC(C=C)=O)F N-(1-(4-((4-Chloro-2,5-difluorophenyl)amino)pyrido[3,2-d]pyrimidin-6-yl)azetidin-3-yl)acrylamide